C(C1=CC=CC=C1)OC1=C(C=NC=C1)Br 4-(benzyloxy)-3-bromopyridine